Cl.CC12CC(C1)(C2)N 3-methylbicyclo[1.1.1]pentan-1-amine hydrochloride